C(C)N1N=C(C=2CCC(CC12)(C)C)C(=O)O 1-ethyl-6,6-dimethyl-4,5,6,7-tetrahydro-1H-indazole-3-carboxylic acid